C(C)N1CC2(CN(C2)C2=NC=CC=C2N)C1 (6-Ethyl-2,6-diazaspiro[3.3]hept-2-yl)pyridin-3-amine